N1CCC(CC1)NC1=NC=C(C=N1)C(=O)N 2-(piperidin-4-ylamino)pyrimidine-5-carboxamide